C(C=C)(=O)N1CC2(CN(C2)CCN2C3=C(N(C([C@H](CC2)NC2=C(C#N)C(=CC(=N2)C)C(F)(F)F)=O)C)C=CC(=C3)Cl)C1 (S)-2-((6-(2-(6-Acryloyl-2,6-diazaspiro[3.3]heptan-2-yl)ethyl)-8-chloro-1-methyl-2-oxo-1,2,3,4,5,6-hexahydrobenzo[b][1,4]diazocin-3-yl)amino)-6-methyl-4-(trifluoromethyl)nicotinonitril